C(C=C)N1CCC(CC1)C(C=1C=C(C=CC1)[C@@H](C)N)(F)F (R)-1-(3-((1-allylpiperidin-4-yl)difluoromethyl)phenyl)ethan-1-amine